C(C)(C)(C)OC(=O)N1CC(C1)=CC1=CC=C(C=C1)C1=C(C(CCC2=C1C=CC(=C2)C(=O)O)C)C2=C(C=C(C=C2)Cl)Cl 9-(4-((1-(Tert-butoxycarbonyl)azetidin-3-ylidene)methyl)phenyl)-8-(2,4-dichlorophenyl)-7-methyl-6,7-dihydro-5H-benzo[7]annulene-3-carboxylic acid